[4-[5-[1-(benzenesulfonyl)pyrazolo[3,4-d]pyrimidin-4-yl]-3-pyridinyl]phenyl]pyrrolidin-2-one C1(=CC=CC=C1)S(=O)(=O)N1N=CC=2C1=NC=NC2C=2C=C(C=NC2)C2=CC=C(C=C2)N2C(CCC2)=O